C(C)(C)(C)N1N=NN=C1C(C1=CC=NC2=CC=CC=C12)N1CCN(CC1)C1=C(C=CC(=C1)C)C 4-((1-(tert-butyl)-1H-tetrazol-5-yl)(4-(2,5-dimethylphenyl)piperazin-1-yl)methyl)quinoline